CC=1SC2=C(C1)C(=CC(=C2)C)C 2,4,6-trimethylbenzothiophene